(1s,4s)-4-((3-amino-5-bromopyridin-4-yl)methylamino)-N-(3-methoxy-4-methylphenyl)cyclohexanecarboxamide NC=1C=NC=C(C1CNC1CCC(CC1)C(=O)NC1=CC(=C(C=C1)C)OC)Br